Bis[diphenyl(2-methoxyphenyl)phosphine] copper(I) tetrafluoroborate F[B-](F)(F)F.[Cu+].C1(=CC=CC=C1)P(C1=C(C=CC=C1)OC)C1=CC=CC=C1.C1(=CC=CC=C1)P(C1=C(C=CC=C1)OC)C1=CC=CC=C1